5-fluoro-2-(8-(2,5-difluoro-4-methylbenzyl)imidazo[1,2-a]pyrazin-6-yl)pyrimidin-4-ol FC=1C(=NC(=NC1)C=1N=C(C=2N(C1)C=CN2)CC2=C(C=C(C(=C2)F)C)F)O